5-(2-ethylthio-propyl)-3-hydroxy-2-propionyl-cyclohex-2-enone C(C)SC(CC1CC(=C(C(C1)=O)C(CC)=O)O)C